C(C)(C)(C)OC(=O)NC(/C=C/C(=O)O)CC1=CC=CC=C1 (E)-4-((tert-butoxycarbonyl)amino)-5-phenylpent-2-enoic acid